FC1=C(C#N)C=CC=C1B1OC(C(O1)(C)C)(C)C 2-fluoro-3-(4,4,5,5-tetramethyl-1,3,2-dioxaborolan-2-yl)benzonitrile